N-(6-chloro-5-formyl-3-(methylsulfonyl)pyridin-2-yl)trimethylacetamide ClC1=C(C=C(C(=N1)NC(C(C)(C)C)=O)S(=O)(=O)C)C=O